1,1-dichloro-3-propyl-1,3-disilacyclohexane Cl[Si]1(C[SiH](CCC1)CCC)Cl